BrC1=CC2=C(C(=NO2)N(C(OC(C)(C)C)=O)C(=O)OC(C)(C)C)C(=C1)OC tert-Butyl (6-bromo-4-methoxybenzo[d]isoxazol-3-yl)(tert-butoxycarbonyl)carbamate